CON(C(=O)[C@H]1CN(CCO1)C(=O)OC(C)(C)C)C tert-butyl (2R)-2-[methoxy(methyl)carbamoyl]morpholine-4-carboxylate